CN(C1=CC=C(C=N1)C1=CC=C(C=C1)C=1SC2=C(N1)C=CC(=C2)NC(OC(C)(C)C)=O)C tert-butyl N-[2-[4-[6-(dimethylamino)pyridin-3-yl]-phenyl]-1,3-benzothiazol-6-yl]carbamate